C1(CC1)C1=CNC=2N=C(N=C(C21)N[C@H]2CN[C@H](CC2)C)NC=2C=NN(C2)C 5-cyclopropyl-N2-(1-methyl-1H-pyrazol-4-yl)-N4-((3R,6S)-6-methylpiperidin-3-yl)-7H-pyrrolo[2,3-d]pyrimidine-2,4-diamine